rac-ethyl (1R,2R)-2-(2',6'-difluoro-5-methyl[1,1'-biphenyl]-2-yl)cyclopropane-1-carboxylate FC1=C(C(=CC=C1)F)C1=C(C=CC(=C1)C)[C@H]1[C@@H](C1)C(=O)OCC |r|